ClC=1C=C(C=C(C1)Cl)S(=O)(=O)NC1=CC=C(C=C1)S(NC1=CC(=CC(=C1)F)Br)(=O)=O 3,5-dichloro-N-(4-(N-(3-bromo-5-fluorophenyl)sulfamoyl)phenyl)benzenesulfonamide